C1(=CC=CC=C1)C(C=C)(O)C1=CC(=C(C=C1)C)C 1-phenyl-1-(3,4-dimethylphenyl)-2-propen-1-ol